(E)-4-(m-tolyl)but-3-en-2-one C1(=CC(=CC=C1)/C=C/C(C)=O)C